OC1=CC=C2C[C@H](N(CC2=C1)C(=O)OC(C)(C)C)C(N[C@@H]1CCCC2=CC=CC=C12)=O tert-butyl (3S)-7-hydroxy-3-[[(1R)-1,2,3,4-tetrahydronaphthalen-1-yl]carbamoyl]-3,4-dihydro-1H-isoquinoline-2-carboxylate